N-(3-(2-methoxyphenyl)-1H-pyrrolo[2,3-b]pyridin-6-yl)cyclopropanecarboxamide COC1=C(C=CC=C1)C1=CNC2=NC(=CC=C21)NC(=O)C2CC2